2-[(2S)-4-[7-(8-chloronaphthalen-1-yl)-5-methyl-2-(methylsulfanyl)-5H,7H,8H-pyrano[4,3-d]pyrimidin-4-yl]piperazin-2-yl]acetonitrile ClC=1C=CC=C2C=CC=C(C12)C1CC=2N=C(N=C(C2C(O1)C)N1C[C@@H](NCC1)CC#N)SC